(±)-3-(5-methoxypyrazin-2-yl)-3-(5-(3-(5,6,7,8-tetrahydro-1,8-naphthyridin-2-yl)propyl)-1H-pyrazol-1-yl)propionic acid COC=1N=CC(=NC1)[C@@H](CC(=O)O)N1N=CC=C1CCCC1=NC=2NCCCC2C=C1 |r|